6-chloro-3,5-dinitropyridine-2,4-diamine ClC1=C(C(=C(C(=N1)N)[N+](=O)[O-])N)[N+](=O)[O-]